FC1(OC(C(OC1F)F)(F)F)F 2,2,3,5,6,6-hexafluoro-1,4-dioxane